(1-(6-(1H-indazol-5-yl)-2-(pyridin-3-yl)pyrimidin-4-yl)piperidin-4-yl)methanol N1N=CC2=CC(=CC=C12)C1=CC(=NC(=N1)C=1C=NC=CC1)N1CCC(CC1)CO